N-[3-(diethoxymethylsilyl)propyl]-N',N''-dimethylguanidine C(C)OC(OCC)[SiH2]CCCNC(=NC)NC